(1S,3S)-3-((6-(5-((((cyclopentyl-oxy)carbonyl)amino)methyl)-1-methyl-1H-1,2,3-triazol-4-yl)-2-methylpyridin-3-yl)oxy)cyclohexane-1-carboxylic acid C1(CCCC1)OC(=O)NCC1=C(N=NN1C)C1=CC=C(C(=N1)C)O[C@@H]1C[C@H](CCC1)C(=O)O